(E)-N'-[7-bromo-5-[7-fluoro-2-(oxan-2-yl)indazole-4-carbonyl]-1-methylbenzimidazol-4-yl]-N,N-dimethylmethanimidamide BrC1=CC(=C(C2=C1N(C=N2)C)/N=C/N(C)C)C(=O)C=2C1=CN(N=C1C(=CC2)F)C2OCCCC2